4-amino-9-(2-((1R,3S,5R)-3-((6-bromopyridin-2-yl)carbamoyl)-2-azabicyclo[3.1.0]hex-2-yl)-2-oxoethyl)-9H-pyrimido[4,5-b]indole-7-carboxylic acid NC1=NC=NC=2N(C3=CC(=CC=C3C21)C(=O)O)CC(=O)N2[C@@H]1C[C@@H]1C[C@H]2C(NC2=NC(=CC=C2)Br)=O